4-(4-(((1r,4r)-4-((5-cyanopyridin-2-yl)amino)cyclohexyl)amino)phenyl)piperazine-1-carboxylate C(#N)C=1C=CC(=NC1)NC1CCC(CC1)NC1=CC=C(C=C1)N1CCN(CC1)C(=O)[O-]